FC=1C=CC(=C(C(=O)N(C(C)C)C(C)C)C1)N1C=C(C=2C1=CN=CC2)C2CCNCC2 5-Fluoro-2-[3-(piperidin-4-yl)-1H-pyrrolo[2,3-c]pyridin-1-yl]-N,N-di(propan-2-yl)benzamide